ClC1=C(OC2=NC=CC3=CC(=CC(=C23)O[C@H](C(F)(F)F)C)N)C(=CC=C1)F (S)-1-(2-chloro-6-fluorophenoxy)-8-((1,1,1-trifluoropropan-2-yl)oxy)isoquinolin-6-amine